methyl ((R)-(((R)-1-(4-amino-2-(ethoxymethyl)-1H-imidazo[4,5-c]quinolin-1-yl) propan-2-yl) oxy) (phenoxy) phosphoryl)-L-alaninate NC1=NC=2C=CC=CC2C2=C1N=C(N2C[C@@H](C)O[P@@](=O)(OC2=CC=CC=C2)N[C@@H](C)C(=O)OC)COCC